CN(C1=CC2=C(C=N1)CNC2=O)C(C)C 6-[methyl(propan-2-yl)amino]-2,3-dihydro-1H-pyrrolo[3,4-c]pyridin-1-one